[Br-].C[N+]1(CCOCC1)CC(=O)NCCCCCCCCCCCCCCCC 4-methyl-4-(2-(hexadecylamino)-2-oxoethyl)morpholine-4-ium bromide